ClC1=C(OCC(=O)O)C=CC(=C1)C(NC1=C(SC=C1)C(NCCC1=C(C=CC=C1)OC)=O)=O 2-(2-chloro-4-((2-((2-methoxyphenylethyl)carbamoyl)thiophen-3-yl)carbamoyl)phenoxy)acetic acid